4-(2-((4-methoxypiperidin-1-yl)methyl)-4-(4,4,5,5-tetramethyl-1,3,2-dioxaborolan-2-yl)phenyl)thiomorpholine COC1CCN(CC1)CC1=C(C=CC(=C1)B1OC(C(O1)(C)C)(C)C)N1CCSCC1